N1=NN(C2=NC=CC=C21)OC(=[N+](C)C)N(C)C 2-(3H-[1,2,3]triazolo[4,5-b]pyridin-3-yl)-1,1,3,3-tetramethyluronium